CN1N=C(C=C(C1=O)C)NC1=NN2C(C=C(C=C2)C=2N(N=CC2OC[C@@H]2N(CC2)C)C)=C1 2,4-dimethyl-6-[[5-[2-methyl-4-[[(2R)-1-methylazetidin-2-yl]methoxy]pyrazol-3-yl]pyrazolo[1,5-a]pyridin-2-yl]amino]pyridazin-3-one